[3-nitro-5-(trifluoromethyl)phenyl]methanamine HCl salt Cl.[N+](=O)([O-])C=1C=C(C=C(C1)C(F)(F)F)CN